N-(3-chloro-5-(methylsulfonamido)phenyl)-5-(5,5'-difluoro-[3,3'-bipyridin]-2-yl)-1-methyl-1H-pyrrole-3-carboxamide ClC=1C=C(C=C(C1)NS(=O)(=O)C)NC(=O)C1=CN(C(=C1)C1=NC=C(C=C1C=1C=NC=C(C1)F)F)C